(methylphenyl)(dimethylphenyl)quinoline CC1=C(C=CC=C1)C=1C(=NC2=CC=CC=C2C1)C1=C(C(=CC=C1)C)C